3-chlorobenzyl ((2S,3R)-3-(tert-butoxy)-1-(((S)-4-methyl-1-oxo-1-(((S)-1-oxo-3-((S)-2-oxopyrrolidin-3-yl)propan-2-yl)amino)pentan-2-yl)amino)-1-oxobutan-2-yl)carbamate C(C)(C)(C)O[C@@H]([C@@H](C(=O)N[C@H](C(N[C@H](C=O)C[C@H]1C(NCC1)=O)=O)CC(C)C)NC(OCC1=CC(=CC=C1)Cl)=O)C